CC1=CC=C(C=C1)S(=O)(=O)OC[C@@H]1NC(OC1)=O (R)-(2-oxooxazolidin-4-yl)methyl 4-methylbenzenesulfonate